3-(4-hydroxy-3-(trifluoromethyl)benzamido)-N-(2-methoxyphenethyl)thiophene-2-carboxamide OC1=C(C=C(C(=O)NC2=C(SC=C2)C(=O)NCCC2=C(C=CC=C2)OC)C=C1)C(F)(F)F